C(C)S(=O)(=O)C1=CC=C(CNC(C2=CC=C(C=C2)C2NCC(C2)C2=CC=C(C=C2)C(F)(F)F)=O)C=C1 N-(4-(ethylsulfonyl)benzyl)-4-(4-(4-(trifluoromethyl)phenyl)pyrrolidin-2-yl)benzamide